methyl 2-(6-(4-(1'-(4-chloro-3-fluorophenyl)-3,3-difluoro-1',2'-dihydrospiro[cyclobutane-1,3'-pyrrolo[3,2-b]pyridine]-5'-carbonyl)-3,3-dimethylpiperazin-1-yl)pyridin-3-yl)acetate ClC1=C(C=C(C=C1)N1CC2(C3=NC(=CC=C31)C(=O)N3C(CN(CC3)C3=CC=C(C=N3)CC(=O)OC)(C)C)CC(C2)(F)F)F